N-(3-(N-(2-chlorophenyl)sulfamoyl)phenyl)quinoline-2-carboxamide ClC1=C(C=CC=C1)NS(=O)(=O)C=1C=C(C=CC1)NC(=O)C1=NC2=CC=CC=C2C=C1